benzo(1,2,3)-thiadiazole-7-carbothioic acid S-methyl ester CSC(=O)C1=CC=CC=2N=NSC21